(2E,2'E)-2,2'-(1-(5-(piperidin-1-ylmethyl)furan-2-yl)ethane-1,2-diylidene)bis(N-methylhydrazine-1-carbothioamide) N1(CCCCC1)CC1=CC=C(O1)\C(\C=N\NC(NC)=S)=N\NC(NC)=S